tert-butyl 2-{[4-(2-hydroxyethyl)phenyl]amino}-5H,6H,7H,8H-pyrido[3,4-d]pyrimidine-7-carboxylate OCCC1=CC=C(C=C1)NC=1N=CC2=C(N1)CN(CC2)C(=O)OC(C)(C)C